1-((1H-indol-5-yl)sulfonyl)-N-(2-isopropylphenyl)-1H-pyrrole-3-carboxamide N1C=CC2=CC(=CC=C12)S(=O)(=O)N1C=C(C=C1)C(=O)NC1=C(C=CC=C1)C(C)C